(4-((1,8-difluoro-7-(o-tolyl)pyrrolo[3,2-e]indazol-6(3H)-yl)methyl)phenethyl)-3-fluoropropan-1-amine FC1=NNC=2C=CC3=C(C12)C(=C(N3CC3=CC=C(CCC(CCF)N)C=C3)C3=C(C=CC=C3)C)F